ClC1=C(C(=O)O)C=CC(=C1)NC(=O)C1=CC=C2C(CN(C2=C1)S(=O)(=O)C1=C(C=CC(=C1)Cl)OC)C 2-Chloro-4-{[1-(5-chloro-2-methoxy-benzenesulfonyl)-3-methyl-2,3-dihydro-1H-indole-6-carbonyl]-amino}-benzoic acid